C(C)(C)(C)C=1C=C(C=C(C1C)C(C)(C)C)O 3,5-di-tert-butyl-4-methylphenol